OC1=C(C(=CC(=C1CN(C(OC1=CC=CC=C1)=O)C)CCCCC)O)C1=CC(=CC=C1)C phenyl ((2,6-dihydroxy-3'-methyl-4-pentyl-[1,1'-biphenyl]-3-yl)methyl)(methyl)carbamate